CC(COC1=CC=C(C=C1)OC(F)(F)F)=C 1-((2-methylallyl)oxy)-4-(trifluoromethoxy)benzene